FC1(CC(C1)[C@H](O)C=1SC2=C(C1)C=CC(=C2)C2=CC=1C(N=C2)=NN(C1)C)F (S)-(3,3-difluorocyclobutyl)(6-(2-methyl-2H-pyrazolo[3,4-b]pyridin-5-yl)-1-benzothiophen-2-yl)methanol